NC1=NC(=NC=C1F)C(=O)OC Methyl 4-amino-5-fluoropyrimidine-2-carboxylate